4-aminomethyl-1,3-oxazole NCC=1N=COC1